FC(=CC=1C=C(C(=O)OC)C=CC1F)F methyl 3-(2,2-difluorovinyl)-4-fluorobenzoate